6-ethoxy-4-(6-fluoropyridin-3-yl)-1H-Pyrazol C(C)OC1(C=CC(=CN1)C=1C=NNC1)F